FC(C1=CC=C(C(=O)OC)C=C1)(C1CCN(CC1)C=1C=NC(=CC1)[N+](=O)[O-])F methyl 4-(difluoro(1-(6-nitropyridin-3-yl)piperidin-4-yl)methyl)benzoate